xylylene mercaptan C=1(C(=CC=CC1)CS)CS